C1=CC(=CC=C1C(=O)O)NCC2=CN=C3C(=N2)C(=O)NC(=N3)N The molecule is a pteroic acid. It derives from a 2-aminopteridin-4-ol. It is a conjugate base of a 2-amino-6-{[(4-carboxyphenyl)amino]methyl}-4-hydroxypteridin-1-ium. It is a conjugate acid of a 4-{[(2-amino-4-hydroxypteridin-6-yl)methyl]amino}benzoate. It is a tautomer of a 4-{[(2-amino-4-oxo-3,4-dihydropteridin-6-yl)methyl]amino}benzoic acid and a 4-{[(2-amino-4-oxo-1,4-dihydropteridin-6-yl)methyl]amino}benzoic acid.